S1(NCCN2C1=CC=N2)(=O)=O 3,4-dihydro-2H-pyrazolo[1,5-e][1,2,5]thiadiazin 1,1-dioxid